ClC1=CC=C(C(=O)NC2=NC(N(S2)CC2=CC=C(C=C2)Cl)=O)C=C1 4-chloro-N-[2-[(4-chlorophenyl)methyl]-3-oxo-1,2,4-thiadiazole-5-yl]benzamide